C(CCCCCC)(=O)OC1=CC2=C(NC=N2)C=C1 1H-benzo[d]imidazol-5-yl heptanoate